3-(4-bromothiophen-3-yl)-3-hydroxyazetidine-1-carboxylic acid tert-butyl ester C(C)(C)(C)OC(=O)N1CC(C1)(O)C1=CSC=C1Br